OCC1=CN(C2=CN=CC=C21)C(=O)OC(C)(C)C tert-butyl 3-(hydroxymethyl)-1H-pyrrolo[2,3-c]pyridine-1-carboxylate